ClC1=NC=C(C(=N1)Cl)CN(C(=O)NC1=C(C=C(C=C1)OC)OC)C1=C(C=CC=C1C)C 1-((2,4-dichloropyrimidin-5-yl)methyl)-3-(2,4-dimethoxyphenyl)(2,6-dimethylphenyl)urea